1-(4-(4-(dimethylamino)phenyl)-5-(3-methoxy-2-((3,4,5-trimethoxybenzyl)oxy)phenyl)-1-phenyl-4,5-dihydro-1H-1,2,4-triazol-3-yl)ethan-1-one CN(C1=CC=C(C=C1)N1C(=NN(C1C1=C(C(=CC=C1)OC)OCC1=CC(=C(C(=C1)OC)OC)OC)C1=CC=CC=C1)C(C)=O)C